8-(6-(bicyclo[1.1.1]pentan-1-yl)pyridin-3-yl)-3-methyl-6-oxo-3,4-dihydro-2H,6H-pyrimido[2,1-b][1,3]thiazine-7-carbonitrile C12(CC(C1)C2)C2=CC=C(C=N2)C=2N=C1SCC(CN1C(C2C#N)=O)C